NC=1C=C(C=C(C1)C(F)(F)F)[C@@H](C)NC=1C2=C(N=C(N1)NC(C(N)NC)=O)C=NC(=C2)N2CCCC2 N-(4-((R)-1-(3-amino-5-(trifluoromethyl)phenyl)ethylamino)-6-(pyrrolidin-1-yl)pyrido[3,4-d]pyrimidin-2-yl)-2-(methylamino)2-aminoacetamide